C(C)(=O)NCCN(C(=O)OC(C)(C)C)C[C@@]12C[C@H](N([C@H]2C1)C(CNC(=O)C=1C=CC=2C(C3=CC=CC=C3C2C1)(F)F)=O)C(=O)O (1S,3S,5S)-5-(((2-acetamidoethyl)(tert-butoxycarbonyl)amino)methyl)-2-((9,9-difluoro-9H-fluorene-3-carbonyl)glycyl)-2-azabicyclo[3.1.0]hexane-3-carboxylic acid